BrC=1C(=CC(N(C1)OCC1=CC=CC=C1)=O)C1=C(C=C(C=C1)F)Cl 5-bromo-4-(2-chloro-4-fluorophenyl)-1-(phenyl-methoxy)-2(1H)-pyridinone